tert-butyl (S)-2-(1-amino-5-(ethoxycarbonyl)-4-(4-((4-fluoropyridin-2-yl)carbamoyl)phenyl)-1H-imidazol-2-yl)piperidine-1-carboxylate NN1C(=NC(=C1C(=O)OCC)C1=CC=C(C=C1)C(NC1=NC=CC(=C1)F)=O)[C@H]1N(CCCC1)C(=O)OC(C)(C)C